4-chloro-5-(1-methylpiperidin-4-yl)thiophene-2-carboxylic acid methyl ester COC(=O)C=1SC(=C(C1)Cl)C1CCN(CC1)C